CN(C)CC1=C2CCN(C(C2=CC(=C1)CN1C(=NC=C1)NC)=O)[C@H](C)C1=NC=C(C(=C1)OCC)F (R)-5-((dimethylamino)methyl)-2-(1-(4-ethoxy-5-fluoropyridin-2-yl)ethyl)-7-((2-(methylamino)-1H-imidazol-1-yl)methyl)-3,4-dihydroisoquinolin-1(2H)-one